CN(C)CC1=C(N=CC(=N1)NC=1C=CC(=C2CNC(C12)=O)C1=CN=C2N1C=CC(=C2)F)[C@H]2COCC2 (S)-7-((6-((dimethylamino)-methyl)-5-(tetrahydrofuran-3-yl)pyrazin-2-yl)amino)-4-(7-fluoroimidazo[1,2-a]pyridin-3-yl)isoindolin-1-one